FC=1C=C(C=NC1)C1=NC=2N(C(=C1)NCCC1=CNC3=CC=CC=C13)N=CC2C(C)(C)O 2-[5-(5-fluoro-3-pyridinyl)-7-[2-(1H-indol-3-yl)ethylamino]Pyrazolo[1,5-a]Pyrimidin-3-yl]Propan-2-ol